(2-(1-(7-aminoquinazolin-4-yl)piperidin-4-yl)ethyl)phosphonic acid NC1=CC=C2C(=NC=NC2=C1)N1CCC(CC1)CCP(O)(O)=O